COC1=CC=C(C=C1)C1=NN2C(=NC=3C=CC=C(C3C2=N1)C)NC1C(NCCN(C1)C(=O)OCC1=CC=CC=C1)=O Benzyl 6-{[2-(4-methoxyphenyl)-10-methyl [1,2,4]triazolo[1,5-c]quinazolin-5-yl] amino}-5-oxo-1,4-diazacycloheptane-1-carboxylate